[5-[(1R)-1-(3,5-dichloro-4-pyridinyl)ethoxy]-6-methoxy-1-tetrahydropyran-2-yl-indazol-3-yl]-3-[3-(isobutylamino)-3-methyl-azetidin-1-yl]pyridazine-4-carbonitrile ClC=1C=NC=C(C1[C@@H](C)OC=1C=C2C(=NN(C2=CC1OC)C1OCCCC1)C=1C(=C(N=NC1)N1CC(C1)(C)NCC(C)C)C#N)Cl